2-butyl-6-methyl-4,5-dihydropyridazin-3(2H)-one C(CCC)N1N=C(CCC1=O)C